C1(CC1)S(=O)(=O)C1=CC=C(C=C1)C1=CNC2=NC=C(C=C21)C2=CC(=C(C(=C2)C)N2CCN(CC2)C)C 3-(4-(cyclopropylsulfonyl)phenyl)-5-(3,5-dimethyl-4-(4-methylpiperazin-1-yl)phenyl)-1H-pyrrolo[2,3-b]pyridine